carbon iodine sodium [Na].[I].[C]